C(=O)(OC(C)(C)C)N[C@@H](COC)C(=O)O Boc-DL-O-methyl-serine